N1(CCOCC1)CCOC=1C=NC=CC1CN 1-{3-[2-(morpholin-4-yl)ethoxy]pyridin-4-yl}methanamine